4-phenyl-2-(4,4,5,5-tetramethyl-1,3,2-dioxaborolan-2-yl)benzaldehyde C1(=CC=CC=C1)C1=CC(=C(C=O)C=C1)B1OC(C(O1)(C)C)(C)C